(2S)-9-(hydroxy(4-phenoxyphenyl)methyl)-2-(methoxymethyl)-2-methyl-1,2,4,7-tetrahydro-3H-pyrrolo[3',2':5,6]pyrido[3,4-b]pyrazin-3-one OC(C1=CNC2=C1C1=C(NC([C@](N1)(C)COC)=O)C=N2)C2=CC=C(C=C2)OC2=CC=CC=C2